N-(2-(4-(2-((8-((2-(2,6-dioxopiperidin-3-yl)-1,3-dioxoisoindolin-4-yl)amino)octyl)amino)-2-oxoethyl)piperazin-1-yl)ethyl)-6-hydroxy-2-oxo-2H-chromene-3-carboxamide O=C1NC(CCC1N1C(C2=CC=CC(=C2C1=O)NCCCCCCCCNC(CN1CCN(CC1)CCNC(=O)C=1C(OC2=CC=C(C=C2C1)O)=O)=O)=O)=O